N[C@H](C(=O)NC=1C=CC2=C(COP(O2)(=O)OC[C@@H]2[C@H]([C@H]([C@@H](O2)N2N=C(N=C2)C(=O)N)O)O)C1)CCCNC(=N)N 1-[(2R,3R,4S,5R)-5-[[6-[[(2S)-2-amino-5-guanidino-pentanoyl]amino]-2-oxo-4H-1,3,2-benzodioxaphosphinin-2-yl]oxymethyl]-3,4-dihydroxy-tetrahydrofuran-2-yl]-1,2,4-triazole-3-carboxamide